C(=[N-])=[N-].[Ca+2] The molecule is the calcium salt of cyanamide, formed when calcium carbide reacts with nitrogen It has a role as a fertilizer. It contains a cyanamide(2-).